N1C(CC2=CC=CC=C12)C1=C(C(=C(C=C1CCCCC)O)C1CCCC(=C1)C)O 3-(indolin-2-yl)-5'-methyl-4-pentyl-1',2',3',4'-tetrahydro-[1,1'-biphenyl]-2,6-diol